3-((2R,3R,4S,5R)-5-((bis(4-methoxyphenyl)(phenyl)methoxy)methyl)-4-((tert-butyldimethylsilyl)oxy)-3-hydroxytetrahydrofuran-2-yl)pyrimidine-2,4(1H,3H)-dione COC1=CC=C(C=C1)C(OC[C@@H]1[C@H]([C@H]([C@@H](O1)N1C(NC=CC1=O)=O)O)O[Si](C)(C)C(C)(C)C)(C1=CC=CC=C1)C1=CC=C(C=C1)OC